2-(2'-hydroxy-3'-methallyl-5'-methylphenyl)benzotriazole methyl-3-(3-bromopropoxy)-4-fluoro-benzoate COC(C1=CC(=C(C=C1)F)OCCCBr)=O.OC1=C(C=C(C=C1CC(C)=C)C)N1N=C2C(=N1)C=CC=C2